Nε-(((1,3-dichloropropan-2-yl)oxy)carbonyl)-lysine ClCC(CCl)OC(=O)NCCCC[C@H](N)C(=O)O